C1(=CC=CC2=CC=CC=C12)S(=O)(=O)[O-].[Na+].NC1=C2C(=NC=N1)N(N=C2C2=CC=C(C=C2)OC(F)(F)F)C(C)C=2OC1=CC=CC=C1C(C2C2=CC(=CC=C2)F)=O 2-(1-(4-amino-3-(4-(trifluoromethoxy)phenyl)-1H-pyrazolo[3,4-d]pyrimidin-1-yl)ethyl)-3-(3-fluorophenyl)-4H-chromen-4-one sodium 1-naphthalenesulfonate